ClC1=CC=C(C(=N1)C(=O)NS(=O)(=O)C)N[C@H](C)C=1C=C(C=C2C(N(C(=NC12)C1=CC=C(C=C1)C1(CC1)C#N)C)=O)C (R)-6-chloro-3-((1-(2-(4-(1-cyanocyclopropyl)phenyl)-3,6-dimethyl-4-oxo-3,4-dihydroquinazolin-8-yl)ethyl)amino)-N-(methylsulfonyl)picolinamide